(4-(2-(4-fluorophenyl)-1H-pyrrolo-[2,3-b]pyridin-5-yl)thiophen-2-yl)-((1R,3r,5S)-3-hydroxy-8-azabicyclo[3.2.1]octan-8-yl)methanone FC1=CC=C(C=C1)C1=CC=2C(=NC=C(C2)C=2C=C(SC2)C(=O)N2[C@H]3CC(C[C@@H]2CC3)O)N1